6-amino-7-(benzo[b]thiophen-4-yl)-2-methyl-7H-pyrrolo[2,3-d]pyrimidine-5-carbonitrile NC1=C(C2=C(N=C(N=C2)C)N1C1=CC=CC=2SC=CC21)C#N